12-oxo-1-oxacyclododec-4-en O=C1CCCCCCC=CCCO1